C(C)OC(=O)C=1N=CN(C1N)C1=CC=C(C=C1)CC 5-amino-1-(p-ethylphenyl)-1H-imidazole-4-carboxylic acid ethyl ester